C(CCC\C=C/C\C=C/C\C=C/C\C=C/C\C=C/CC)OC(C(=O)OCC(CO[Si](C)(C)C(C)(C)C)OC(C(CC)OCCCC\C=C/C\C=C/C\C=C/C\C=C/C\C=C/CC)=O)CC 3-((Tert-butyldimethylsilyl)oxy)propane-1,2-diyl bis(2-(((5Z,8Z,11Z,14Z,17Z)-icosa-5,8,11,14,17-pentaen-1-yl)oxy)butanoate)